C(/C1=CC=CC=C1)=C/1\C(N(C(S1)=O)CCCCCCC(=O)NO)=O (Z)-7-(5-benzylidene-2,4-dioxothiazolidin-3-yl)-N-hydroxyheptanamide